5-(benzyloxy)pentane-1,1,1-d3-2-ol C(C1=CC=CC=C1)OCCCC(C([2H])([2H])[2H])O